3-[2-({[3-fluoro-1-(3-fluoro(2-pyridyl))cyclobutyl]methyl}amino)-4-hydroxypyrimidin-5-yl]benzamide FC1CC(C1)(C1=NC=CC=C1F)CNC1=NC=C(C(=N1)O)C=1C=C(C(=O)N)C=CC1